ClC1=NC=2[C@@H](CNCC2C=C1)C (8R)-2-chloro-8-methyl-5,6,7,8-tetrahydro-1,6-naphthyridine